zinc monocysteine N[C@@H](CS)C(=O)O.[Zn]